C(C)OC(=O)C1=NC=2N(C=C1)N=CC2 pyrazolo[1,5-a]Pyrimidine-5-carboxylic acid ethyl ester